2,2-Dimethoxy-1,1-diphenylethan COC(C(C1=CC=CC=C1)C1=CC=CC=C1)OC